Cl.NC/C=C/CNC1=C(C=C(C2=C1C=C(O2)C)C(=O)N)[N+](=O)[O-] (E)-4-((4-aminobut-2-en-1-yl)amino)-2-methyl-5-nitrobenzofuran-7-carboxamide hydrochloride